diethylene glycol bis(3-mercaptophenyl-3-mercaptopropionate) SC=1C=C(C=CC1)C(C(=O)OCCOCCOC(C(CS)C1=CC(=CC=C1)S)=O)CS